NC=1C(=NOC1)C amino-3-methylisoxazol